2-((1r,2s)-1-(2-cyano-5-fluorophenyl)-1-(3,6-dimethylpyrazin-2-yl)propan-2-yl)-5-hydroxy-N-(isoxazol-4-yl)-1-methyl-6-oxo-1,6-dihydropyrimidine-4-carboxamide C(#N)C1=C(C=C(C=C1)F)[C@@H]([C@H](C)C=1N(C(C(=C(N1)C(=O)NC=1C=NOC1)O)=O)C)C1=NC(=CN=C1C)C